O=C1NC(CCC1N1C(C2=CC=CC(=C2C1=O)NCCCCCCCCC(=O)N)=O)=O 9-((2-(2,6-dioxopiperidin-3-yl)-1,3-dioxoisoindolin-4-yl)amino)nonanamide